6,7-dimethoxy-9-(6-(methyl((tetrahydrofuran-2-yl)methyl)amino)pyridin-3-yl)naphtho[2,3-c]furan-1(3H)-one COC1=CC2=CC3=C(C(OC3)=O)C(=C2C=C1OC)C=1C=NC(=CC1)N(CC1OCCC1)C